FC1=C(C=CC(=C1)C(F)(F)F)[C@@H](C)C1(CCN(CC1)C(C1=C(N=CC=C1)C1=NC=NC=C1)=O)C#N (S)-4-(1-(2-fluoro-4-(trifluoromethyl)phenyl)ethyl)-1-(2-(pyrimidin-4-yl)nicotinoyl)piperidine-4-carbonitrile